N1(C=NC=C1)CCN1CCN(CC1)C1=CC2=C(CC(O2)(C)C)C=C1NC(=O)C=1C=NN2C1N=CC=C2 N-(6-(4-(2-(1H-Imidazol-1-yl)ethyl)piperazin-1-yl)-2,2-dimethyl-2,3-dihydrobenzofuran-5-yl)pyrazolo[1,5-a]pyrimidine-3-carboxamide